chloro-5-fluoro-2-hydroxy-4'-(3-methyl-2-oxoimidazolidin-1-yl)-[1,1'-biphenyl] ClC=1C(=C(C=C(C1)F)C1=CC=C(C=C1)N1C(N(CC1)C)=O)O